C1(CC1)N1N=C(C=C1C(=O)O)C(F)(F)F 2-cyclopropyl-5-(trifluoromethyl)pyrazole-3-carboxylic acid